OC1(CC(C1)C(=O)N1CC2(C1)CC(C2)CC2=CC=C(C=C2)OC(F)(F)F)C ((1s,3s)-3-hydroxy-3-methylcyclobutyl)(6-(4-(trifluoromethoxy)benzyl)-2-aza-Spiro[3.3]Hept-2-yl)methanone